7-fluoro-5-methyl-1-(tetrahydro-2H-pyran-2-yl)-4-vinyl-1H-indazole FC=1C=C(C(=C2C=NN(C12)C1OCCCC1)C=C)C